4-(3-chloroanilino)-6,7-dimethoxyquinazoline ClC=1C=C(NC2=NC=NC3=CC(=C(C=C23)OC)OC)C=CC1